(8S,9aR)-8-(2,3-dichloro-6-hydroxyphenyl)-2-((S)-3-hydroxy-2-methylpropanoyl)octahydro-4H-pyrido[1,2-a]pyrazin-4-one ClC1=C(C(=CC=C1Cl)O)[C@@H]1C[C@H]2N(C(CN(C2)C([C@H](CO)C)=O)=O)CC1